O1CCN2C=C(CC3=CC=CC1=C23)C(=O)O 2,3-dihydro-7H-[1,4]oxazino[2,3,4-ij]quinoline-6-carboxylic acid